(7aR)-4-bromo-5-chloro-2-methyl-2,7a,8,10,11,13-hexahydropyrazino[2',1':3,4][1,4]oxazepino[7,6-g]indazole-9(7H)-carboxylic acid tert-butyl ester C(C)(C)(C)OC(=O)N1C[C@@H]2COC=3C(=C(C4=CN(N=C4C3CN2CC1)C)Br)Cl